FC(C(=C(C(C(F)(F)F)(C(F)(F)F)F)C(C(F)(F)F)(C(F)(F)F)F)F)(F)F perfluoro(4-methyl-3-isopropylpent-2-ene)